4-AMINOPYRIDINE-2-BORONIC ACID NC1=CC(=NC=C1)B(O)O